ClC=1N=C(C=2NC=3C=C4C(=CC3C2N1)C=CC=C4)Cl 2,4-dichloro-5H-benzo[f]pyrimido[5,4-b]indole